3-fluoro-N-((1-methyl-1H-imidazo[1,2-b]pyrazol-7-yl)methyl)-4-(trifluoromethoxy)benzamide FC=1C=C(C(=O)NCC2=C3N(N=C2)C=CN3C)C=CC1OC(F)(F)F